methyl (R)-3-(4-hydroxyphenyl)-4-hexynoate OC1=CC=C(C=C1)[C@@H](CC(=O)OC)C#CC